N1(CCC1)C1=NC=C(C=N1)CN1N=CC(=C1)NC(=O)C1=NC(=CN=C1CC)C1=C(C(=CC=C1C(F)F)Cl)F N-(1-((2-(Azetidin-1-yl)pyrimidin-5-yl)methyl)-1H-pyrazol-4-yl)-6-(3-chloro-6-(difluoromethyl)-2-fluorophenyl)-3-ethylpyrazine-2-carboxamide